C[C@@H]1N(CCN(C1)C)C(=O)[C@@H]1CC2=C(CN1C)NC(=N2)C2=NNC1=CC(=CC=C21)C2=C(C=C(C=C2)O)CC ((S)-2,4-dimethylpiperazin-1-yl)((S)-2-(6-(2-ethyl-4-hydroxyphenyl)-1H-indazol-3-yl)-5-methyl-4,5,6,7-tetrahydro-3H-imidazo[4,5-c]pyridin-6-yl)methanone